ClC=1C(=C(NC2=NC=NC3=CC=C(C=C23)[C@]23CN(C[C@@H]3C2)C(=O)OCC2=CC=CC=C2)C=CC1Cl)F benzyl (1S,5R)-1-[4-(3,4-dichloro-2-fluoro-anilino)quinazolin-6-yl]-3-azabicyclo[3.1.0]hexane-3-carboxylate